N-methoxy-N-methyl-spiro[2.3]hexane-2-carboxamide CON(C(=O)C1CC12CCC2)C